FC1=CC=C(C=C1)N1NC(C2=CC(=C3C(=C12)C=CC=C3)OC)=O 1-(4-fluorophenyl)-5-methoxy-1H-benzo[g]indazol-3(2H)-one